(2-amino-3-isopropylphenyl)(cyclopropyl)methanone NC1=C(C=CC=C1C(C)C)C(=O)C1CC1